Br.C1(=CC=CC=C1)C=1NC=CN1 2-phenylimidazole HBr